FC=1C=C(C=CC1B1OC(C(O1)(C)C)(C)C)NC(=O)C1CC1 N-(3-fluoro-4-(4,4,5,5-tetramethyl-1,3,2-dioxaborolan-2-yl)phenyl)cyclopropanecarboxamide